trans-3-((4-Methoxy-5-(quinolin-6-yl)pyrrolo[2,1-f][1,2,4]triazin-2-yl)amino)-1-methyl-N-(1-methylcyclobutyl)cyclobutane-1-carboxamide COC1=NC(=NN2C1=C(C=C2)C=2C=C1C=CC=NC1=CC2)NC2CC(C2)(C(=O)NC2(CCC2)C)C